N1=CN=C2N1C=C(C=N2)C=2NC1=CC=C(C=C1C2C(C)C)C2CCN(CC2)CC(=O)NC 2-(4-(2-([1,2,4]triazolo[1,5-a]pyrimidin-6-yl)-3-isopropyl-1H-indol-5-yl)piperidin-1-yl)-N-methylacetamide